2-(6'-oxo-1'-(p-tolyl)-1',6'-dihydro-[2,3'-bipyridine]-5'-yl)benzonitrile O=C1C(=CC(=CN1C1=CC=C(C=C1)C)C1=NC=CC=C1)C1=C(C#N)C=CC=C1